1-(5-chloropyridin-3-yl)ethyl (1-methyl-4-(6-methyl-5-(methylsulfonamido) pyridin-2-yl)-1H-1,2,3-triazol-5-yl)carbamate CN1N=NC(=C1NC(OC(C)C=1C=NC=C(C1)Cl)=O)C1=NC(=C(C=C1)NS(=O)(=O)C)C